2-(cis-3-((4-Methoxy-5-(1-(2,2,2-trifluoroethyl)-1H-benzo[d][1,2,3]triazol-6-yl)pyrrolo[2,1-f][1,2,4]triazin-2-yl)amino)cyclobutoxy)ethan COC1=NC(=NN2C1=C(C=C2)C=2C=CC1=C(N(N=N1)CC(F)(F)F)C2)N[C@H]2C[C@H](C2)OCC